C(C)(C)(C)C1=NN=C(O1)C=1C(=CC2=C(N(C([C@H](CS2(=O)=O)NC(OC(C)(C)C)=O)=O)CC2=C(C=C(C=C2)Cl)C#N)C1)F tert-butyl N-[(3R)-7-(5-tert-butyl-1,3,4-oxadiazol-2-yl)-5-[(4-chloro-2-cyano-phenyl)methyl]-8-fluoro-1,1,4-trioxo-2,3-dihydro-1λ6,5-benzothiazepin-3-yl]carbamate